C(#N)CCNC1=C(C=CC(=C1)C(=O)OC)[C@H]1CC2(CC(C2)(F)F)CCN1CC1=C2C=CN(C2=C(C=C1OC)C)C(=O)OC(C)(C)C tert-butyl (R)-4-((6-(2-((2-cyanoethyl)amino)-4-(methoxycarbonyl)phenyl)-2,2-difluoro-7-azaspiro[3.5]nonan-7-yl)methyl)-5-methoxy-7-methyl-1H-indole-1-carboxylate